benzpyrroline N1C=CC2=C1C=CC=C2